ClC1=C(C=CC=C1)C1NCC(N(C1)C)=O 5-(2-chlorophenyl)-1-methylpiperazin-2-one